C(C)SC=1OC2=C(C=C(C=C2C(C1)=O)C)C(C)NC1=C(C(=O)OC)C=CC=C1 methyl 2-[1-(2-ethylsulfanyl-6-methyl-4-oxo-chromen-8-yl) ethylamino]-benzoate